BrC1=C(CC2C(N(C[C@@H](O2)C)CC2=CC=C(C=C2)OC)=O)C(=CC(=C1)F)C (6S)-2-(2-bromo-4-fluoro-6-methylbenzyl)-4-(4-methoxybenzyl)-6-methylmorpholin-3-one